N3-(2-(3,5-dimethyl-1H-pyrazol-4-yl)pyrido[3,4-d]pyrimidin-4-yl)-N1,N1,3-trimethylbutane-1,3-diamine CC1=NNC(=C1C=1N=C(C2=C(N1)C=NC=C2)NC(CCN(C)C)(C)C)C